chloro-sulfur mercury [Hg].Cl[S]